ClC=1C=C(C=CC1)C=1C=C(C(=NC1)NCC(=O)O)O {[5-(3-Chlorophenyl)-3-hydroxypyridin-2-yl]amino}acetic acid